Cl.CNCC[C@@H](OC1=CC=CC=2OCOC21)C2=CC=CC=C2 (R)-N-methyl-3-phenyl-3-[(benzo[d][1,3]dioxol-4-yl)oxy]propylamine hydrochloride